benzyl-3-(2-(pyridin-2-yl)vinyl)-1-(tetrahydro-2H-pyran-2-yl)-1H-indazole C(C1=CC=CC=C1)C1=C2C(=NN(C2=CC=C1)C1OCCCC1)C=CC1=NC=CC=C1